C(C)N(CC)C1=C(C(OC2=CC=CC=C12)=O)C(C)=O diethylamino-3-acetyl-coumarin